3,4-dihydro-2H-[1,4]thiazepino[2,3,4-hi]indol-6(7H)-one S1CCCN2C(CC3=CC=CC1=C23)=O